5-cyano-N-(3-cyano-4-fluorophenyl)-2-(methylsulfonyl)benzamide C(#N)C=1C=CC(=C(C(=O)NC2=CC(=C(C=C2)F)C#N)C1)S(=O)(=O)C